C(C=C)(=O)OC(C)COC(C)COC(C)COC(C)COC(C=C)=O Tetrapropylen glycol diacrylat